NC1=C2CN(C(C2=CC=C1)=O)N1C(CCCC1=O)=O (4-amino-1-oxo-1,3-dihydro-isoindol-2-yl)-piperidine-2,6-dione